C1(CC1)[C@]1(CC(N(C(N1)=N)C)=O)C1=CC2=C(SC3=C2C=C(C=C3)C#CC(F)(F)F)C=C1 (R)-6-Cyclopropyl-2-imino-3-methyl-6-(8-(3,3,3-trifluoroprop-1-yn-1-yl)dibenzo[b,d]thiophen-2-yl)tetrahydropyrimidin-4(1H)-one